6-iodo-quinazolin-4(3H)-one IC=1C=C2C(NC=NC2=CC1)=O